C(C)(C)(C)OC(=O)N1[C@@H](CN([C@H](C1)C)C=1C=2N(N(C(C1)=O)C)C=C(N2)C(C)O)C (2r,5s)-4-(2-(1-hydroxyethyl)-5-methyl-6-oxo-5,6-dihydroimidazo[1,2-b]pyridazin-8-yl)-2,5-dimethylpiperazine-1-carboxylic acid tert-butyl ester